(S)-N-(1-(4-(2-acetamidoimidazo[1,2-a]pyrazin-6-yl)-5-chloro-6-fluoro-1H-indazol-7-yl)ethyl)-2,2,2-trifluoroacetamide C(C)(=O)NC=1N=C2N(C=C(N=C2)C2=C3C=NNC3=C(C(=C2Cl)F)[C@H](C)NC(C(F)(F)F)=O)C1